[N+](=O)([O-])C=1C=C(C=CC1)S(=O)(=O)N1C=CC=2C1=CN=CC2C2=CC=C(C#N)C=C2 4-(1-((3-nitrophenyl)sulfonyl)-1H-pyrrolo[2,3-c]pyridin-4-yl)benzonitrile